C(#N)COC1=C(C=C(C=C1)/C=C/C(=O)NCCC1=CC=C(C=C1)O)O (E)-3-(4-(cyanomethoxy)-3-hydroxyphenyl)-N-(4-hydroxyphenylethyl)acrylamide